1-(4-[3-methyl-4H,6H,7H-pyrano[4,3-c]pyrazol-2-yl]phenyl)methanamine CC1=C2C(=NN1C1=CC=C(C=C1)CN)CCOC2